[F-].[F-].[F-].C(C)N(CC)CC Triethylamine trifluoride